3-methyl-1-(2-ethylnaphthalen-1-yl)-1H-pyrrole-2,5-dione CC=1C(N(C(C1)=O)C1=C(C=CC2=CC=CC=C12)CC)=O